Natrium (S)-3-(3-(1,6-Dimethyl-4-oxido-2-oxo-1,2-dihydropyridin-3-yl)ureido)-3-(2',6'-dimethylbiphenyl-3-yl)propanoat CN1C(C(=C(C=C1C)[O-])NC(N[C@@H](CC(=O)[O-])C=1C=C(C=CC1)C1=C(C=CC=C1C)C)=O)=O.[Na+].[Na+]